ClC=1C=C(C=C2C=CC(=NC12)NC1=NC=C(C=C1)C1(CC1)C(F)(F)F)C#N 8-chloro-2-((5-(1-(trifluoromethyl)cyclopropyl)pyridin-2-yl)amino)quinoline-6-carbonitrile